1-ethylpiperidinium iodide [I-].C(C)[NH+]1CCCCC1